(E)-(4-((tris(4-methoxyphenyl)methoxy)methyl)-1-(6-(4-((4-(dimethylamino)phenyl)diazenyl)benzamido)-hexanoyl)piperidin-4-yl)methyl (2-cyanoethyl)diisopropylphosphoramidite C(#N)CCC(C)(C)N(P(OCC1(CCN(CC1)C(CCCCCNC(C1=CC=C(C=C1)\N=N\C1=CC=C(C=C1)N(C)C)=O)=O)COC(C1=CC=C(C=C1)OC)(C1=CC=C(C=C1)OC)C1=CC=C(C=C1)OC)[O-])C(C)C